benzyl (S)-1-(2-((tert-butyldiphenylsilyl)oxy)ethyl)aziridine-2-carboxylate [Si](C1=CC=CC=C1)(C1=CC=CC=C1)(C(C)(C)C)OCC[N@]1C(C1)C(=O)OCC1=CC=CC=C1